The molecule is a dipeptide consisting of a modified L-proline residue attached to L-alanine via a peptide linkage. It is a dipeptide and a member of benzodioxoles. It contains a L-alanino group. C[C@@H](C(=O)O)NC(=O)[C@@H]1CC(C(N1O)CS)C2=CC3=C(C=C2)OCO3